C(#N)C1=NC=CC(=C1)C1=CC=2C(=NC=CC2S1)N(C(C1=C(C=C(C=C1)N1N=NC=2C1=NC=CC2)F)=O)[C@H]2CNCCC2 N-[2-(2-cyano-4-pyridyl)thieno[3,2-c]pyridin-4-yl]-2-fluoro-N-[(3R)-3-piperidyl]-4-(triazolo[4,5-b]pyridin-3-yl)benzamide